NC1=NC=C(C=C1O[C@H](C)C=1C=C(C=CC1)NC(=O)C1=CC2=C(S(CC2)(=O)=O)C=C1)Cl (R)-N-(3-(1-((2-amino-5-chloropyridin-3-yl)oxy)ethyl)phenyl)-2,3-dihydrobenzo[b]thiophene-5-carboxamide 1,1-dioxide